11-[4-(1-adamantyl)-2,3-difluoro-phenoxy]undecan-1-ol tert-butyl-2-(4-((3-fluoro-4-(trifluoromethyl)benzyl)(methyl)carbamoyl)-2'-(1-hydroxyallyl)-[1,1'-biphenyl]-3-yl)acetate C(C)(C)(C)C(C(=O)OCCCCCCCCCCCOC1=C(C(=C(C=C1)C12CC3CC(CC(C1)C3)C2)F)F)C=2C=C(C=CC2C(N(C)CC2=CC(=C(C=C2)C(F)(F)F)F)=O)C2=C(C=CC=C2)C(C=C)O